4-amino-3-chloro-5-fluoro-6-(7-fluoro-1H-indol-6-yl)-2-pyridinecarboxylic acid cyanomethyl ester C(#N)COC(=O)C1=NC(=C(C(=C1Cl)N)F)C1=CC=C2C=CNC2=C1F